3,5-dichloro-4-[(6-chloro-5-isopropyl-pyridazin-3-yl)oxy]-aniline ClC=1C=C(N)C=C(C1OC=1N=NC(=C(C1)C(C)C)Cl)Cl